(Z)-3-(3-(3-(pentafluorosulfanyl)-5-(trifluoromethyl)phenyl)-1H-1,2,4-triazol-1-yl)-N'-pivaloyl-acrylhydrazide FS(C=1C=C(C=C(C1)C(F)(F)F)C1=NN(C=N1)\C=C/C(=O)NNC(C(C)(C)C)=O)(F)(F)(F)F